3-((1-(5-acetamidopyrazolo[1,5-a]pyrimidin-3-yl)azetidin-3-yl)oxy)-4-methyl-N-(5-(trifluoromethyl)pyridin-3-yl)benzamide C(C)(=O)NC1=NC=2N(C=C1)N=CC2N2CC(C2)OC=2C=C(C(=O)NC=1C=NC=C(C1)C(F)(F)F)C=CC2C